C(#N)C=1C=C(C(=O)OC)C=CC1\C=C\C methyl 3-cyano-4-[(1E)-prop-1-en-1-yl]benzoate